C(C)(C)(C)OC(=O)N[C@H](C(=O)O)C1CCOCC1 (2S)-2-(tert-butoxycarbonylamino)-2-tetrahydropyran-4-yl-acetic acid